6-chloro-N-(5-chloro-6-(4-hydroxyphenoxy)pyrimidin-4-yl)nicotinamide ClC1=NC=C(C(=O)NC2=NC=NC(=C2Cl)OC2=CC=C(C=C2)O)C=C1